1-((S)-1-((S)-1,4-dioxan-2-yl)ethyl)-N-(5-(difluoromethoxy)-1H-pyrazol-3-yl)-1H-pyrazolo[3,4-b]pyrazin-6-amine O1[C@H](COCC1)[C@H](C)N1N=CC=2C1=NC(=CN2)NC2=NNC(=C2)OC(F)F